(+-)-(S)-3-((R)-1-(furan-2-yl)-3-oxo-3-phenylpropyl)-3-(3-oxo-2,3-dihydro-1H-pyrazol-1-yl)indolin-2-one O1C(=CC=C1)[C@H](CC(C1=CC=CC=C1)=O)[C@]1(C(NC2=CC=CC=C12)=O)N1NC(C=C1)=O |r|